4-amino-3,5-dibromo-2-fluorobenzonitrile NC1=C(C(=C(C#N)C=C1Br)F)Br